6-((3,4-dimethylbenzyl)amino)imidazo[1,2-a]pyridin-3-carboxylic acid CC=1C=C(CNC=2C=CC=3N(C2)C(=CN3)C(=O)O)C=CC1C